2-hydroxypyridine lanthanum [La].OC1=NC=CC=C1